FC=1C(=CC(=C(C1)NC=1N=CC2=C(N1)N(C=C2)CCC2=C(C=CC=C2)OC)OC)N2CCN(CC2)C N-(5-Fluoro-2-methoxy-4-(4-methylpiperazin-1-yl)phenyl)-7-(2-methoxyphenethyl)-7H-pyrrolo[2,3-d]pyrimidin-2-amine